C(C1=CC=CC=C1)(=O)N1[C@H]([C@H](CCC1)NS(=O)(=O)CC)CO[C@@H]1CC[C@@H](CC1)C N-(cis-1-benzoyl-2-(((cis-4-methylcyclohexyl)oxy)methyl)-piperidin-3-yl)ethanesulfonamide